6-bromo-5-chloro-4-fluoro-1H-indazole BrC1=C(C(=C2C=NNC2=C1)F)Cl